N-[3-fluoro-4-[(5-methoxy-4-methyl-3-pyridyl)methyl]-2-pyridyl]-1,1-diphenyl-methanimine FC=1C(=NC=CC1CC=1C=NC=C(C1C)OC)N=C(C1=CC=CC=C1)C1=CC=CC=C1